N-((1-(cyclopropylamino)cyclobutyl)methyl)-2-fluoro-4-(pyridin-4-ylethynyl)benzamide C1(CC1)NC1(CCC1)CNC(C1=C(C=C(C=C1)C#CC1=CC=NC=C1)F)=O